C1(=CC=CC=C1)NCC(=O)N1CCCCC1 2-(Phenylamino)-1-(piperidin-1-yl)ethan-1-one